CN(CCOC=1C=CC(=C(C(=O)N[C@H](C)C2=CC(=CC(=C2)C2=CN=CS2)C=2C=NN(C2)CCOC)C1)C)C (R)-5-(2-(dimethylamino)ethoxy)-N-(1-(3-(1-(2-methoxyethyl)-1H-pyrazol-4-yl)-5-(thiazol-5-yl)phenyl)ethyl)-2-methylbenzamide